3-(5-cyclobutyl-1,3-thiazol-2-yl)-N-[(1R)-1-(2-methylpyrimidin-5-yl)ethyl]-5-(tetrahydro-2H-pyran-4-ylmethoxy)benzamide C1(CCC1)C1=CN=C(S1)C=1C=C(C(=O)N[C@H](C)C=2C=NC(=NC2)C)C=C(C1)OCC1CCOCC1